FC1(CCN(CCC1)C1=C(C(=O)NC2=CC(NC=C2)=O)C=C(C=N1)C(F)(F)F)F 2-(4,4-difluoroazepan-1-yl)-N-(2-oxo-1,2-dihydropyridin-4-yl)-5-(trifluoromethyl)-nicotinamide